5-bromo-2-(trifluoromethyl)isonicotinamide alpha-Hydroxybutyrate OC(C(=O)O)CC.BrC1=CN=C(C=C1C(=O)N)C(F)(F)F